2,2'-azobis[N-(2-carboxyethyl)-2-methyl-propioamidine] N(=NC(C(=N)NCCC(=O)O)(C)C)C(C(=N)NCCC(=O)O)(C)C